ClC1=C(C=C(C=C1)NC(C1=C(C=CC=C1)OC[C@H]1S(CCC1)(=O)=O)=O)C(F)(F)F (S)-N-(4-chloro-3-(trifluoromethyl)phenyl)-2-((1,1-dioxidotetrahydrothiophen-2-yl)methoxy)benzamide